FC(C(=O)O)(F)F.ClC=1C=C(C=CC1N1CCCCC1)[C@@H]1CC[C@H](CC1)OC=1N=NNC1C(=O)O 4-(((trans)-4-(3-chloro-4-(piperidin-1-yl)phenyl)cyclohexyl)oxy)-1H-1,2,3-triazole-5-carboxylic acid 2,2,2-trifluoroacetate